C(C)N1C2=CC=CC=C2C=2C=C(C=CC12)N 9-Ethyl-9H-carbazol-3-yl-amine